FC(C)(F)C1CCC(CC1)C(=O)N1[C@H]([C@H]([C@@H]([C@H](C1)OCC1=CC=CC=C1)OCC1=CC=CC=C1)OCC1=CC=CC=C1)COCC1=CC=CC=C1 ((1s,4R)-4-(1,1-difluoroethyl)cyclohexyl)((2S,3R,4R,5S)-3,4,5-tris(benzyloxy)-2-((benzyloxy)methyl)piperidin-1-yl)methanone